(2R)-N-{2-benzyl-2-azaspiro[3.3]heptan-6-yl}-2-methyl-4-[5-(trifluoromethyl)pyrazin-2-yl]piperazine-1-carboxamide C(C1=CC=CC=C1)N1CC2(C1)CC(C2)NC(=O)N2[C@@H](CN(CC2)C2=NC=C(N=C2)C(F)(F)F)C